O1CCC(CC1)C(C)=O 1-tetrahydro-pyran-4-ylethanone